S123SC4C5=CC=CC=C5NC4N1CC(CC2)NC3 dithia-10,12,18-triazapentacyclo[12.2.2.01,12.03,11.04,9]octadeca-4,6,8-trien